N-(4-(6-chloro-3-iodo-1H-pyrazolo[4,3-c]pyridin-1-yl)-3-methoxybenzyl)-1-(2,4-dimethoxyphenyl)methanamine ClC1=CC2=C(C=N1)C(=NN2C2=C(C=C(CNCC1=C(C=C(C=C1)OC)OC)C=C2)OC)I